1-(3-chlorophenyl)-2-(diphenylmethylene)hydrazine ClC=1C=C(C=CC1)NN=C(C1=CC=CC=C1)C1=CC=CC=C1